1-cyclohexyl-1-(pyrazolo[1,5-a]pyridin-5-ylmethyl)-3-(4-(trifluoromethoxy)phenyl)urea C1(CCCCC1)N(C(=O)NC1=CC=C(C=C1)OC(F)(F)F)CC1=CC=2N(C=C1)N=CC2